OCCN(CCN(CC(C)O)CCO)CCO N,N,N'-tris(2-hydroxyethyl)N'-(2-hydroxypropyl)ethylenediamine